(Z)-1-(((1r,4r)-4-aminocyclohexyl)methyl)-3-((3,5-dimethyl-1H-pyrrol-2-yl)methylene)-N-(2-(dimethylamino)ethyl)-5-fluoro-2-oxoindoline-6-carboxamide hydrochloride Cl.NC1CCC(CC1)CN1C(\C(\C2=CC(=C(C=C12)C(=O)NCCN(C)C)F)=C/C=1NC(=CC1C)C)=O